FC=1C=C(C=C(C1OC1=C2C(=NC=C1)N(C=C2C(F)(F)F)COCC[Si](C)(C)C)F)NC(=O)NCC2(COC2)O 1-(3,5-difluoro-4-{[3-(trifluoromethyl)-1-{[2-(trimethylsilyl)ethoxy]methyl}-1H-pyrrolo[2,3-b]pyridin-4-yl]oxy}phenyl)-3-[(3-hydroxyoxetan-3-yl)methyl]urea